C(C)(C)(C)OC(=O)N(C=1C(=NN(C1C(=O)OC)C1=CC=C(C=C1)C#N)N1CCOCC1)C(=O)OC(C)(C)C methyl 4-(bis(tert-butoxycarbonyl)amino)-1-(4-cyanophenyl)-3-morpholino-1H-pyrazole-5-carboxylate